C(C(C)C)N1CC(C1)C=1C=C2C(=C(NC2=CC1)C=1C(=C(C=2N(C1)C=NN2)C)C)C(C)C 6-(5-(1-Isobutylazetidin-3-yl)-3-isopropyl-1H-indol-2-yl)-7,8-dimethyl-[1,2,4]triazolo[4,3-a]pyridin